Cl.N1C[C@@H](CC1)NC1=CC=NC2=CC=CC=C12 (R)-N-(pyrrolidin-3-yl)quinolin-4-amine hydrochloride